7,9-dihydro-7-methyl-2-[(7-methyl[1,2,4]triazolo[1,5-a]pyridin-6-yl)amino]-9-(tetrahydro-2H-pyran-4-yl)-8H-purin-8-one CN1C(N(C2=NC(=NC=C12)NC=1C(=CC=2N(C1)N=CN2)C)C2CCOCC2)=O